(Z)-N-hydroxy-6-(2,5-dioxo-4-(quinolin-5-ylmethylene)imidazolidin-1-yl)hexanamide ONC(CCCCCN1C(N\C(\C1=O)=C/C1=C2C=CC=NC2=CC=C1)=O)=O